tert-butyl N-[(3R)-1,4,4-trimethylpyrrolidin-3-yl]carbamate CN1C[C@@H](C(C1)(C)C)NC(OC(C)(C)C)=O